CC12C(NC=3C=CC=CC13)C(=C2)C2=CC=CC=C2 7b-methyl-2-phenyl-2a,7b-dihydro-3H-cyclobuta[b]indole